Azabicyclo[3.3.0]octane-3(S)-Carboxylic acid N12C[C@H](CC2CCC1)C(=O)O